6,6-dimethyl-3-(trifluoromethyl)-1,5,6,7-tetrahydro-4H-indazol-4-one CC1(CC(C=2C(=NNC2C1)C(F)(F)F)=O)C